tert-butyl (3-(2-amino-8-(3-((3-(aminomethyl)azetidin-1-yl)sulfonyl)phenyl)-N-propyl-3H-benzo[b]azepine-4-carboxamido)propyl)carbamate NC=1CC(=CC2=C(N1)C=C(C=C2)C2=CC(=CC=C2)S(=O)(=O)N2CC(C2)CN)C(=O)N(CCC)CCCNC(OC(C)(C)C)=O